CN1C(N(C2=C1C(=CC=C2)CCC2CCN(CC2)C2=CC=C(C=C2)B2OC(C(O2)(C)C)(C)C)C2C(NC(CC2)=O)=O)=O 3-(3-Methyl-2-oxo-4-(2-(1-(4-(4,4,5,5-tetramethyl-1,3,2-dioxaborolan-2-yl)phenyl)piperidin-4-yl)ethyl)-2,3-dihydro-1H-benzo[d]imidazol-1-yl)piperidine-2,6-dione